2-((3-(2-(dipropylamino)ethyl)-1H-indol-7-yl)oxy)-6-methyltetrahydro-2H-pyran-3,4,5-triol C(CC)N(CCC1=CNC2=C(C=CC=C12)OC1OC(C(C(C1O)O)O)C)CCC